5-bromo-6-(4-((tert-butoxycarbonyl)amino)-4-methylpiperidin-1-yl)-3-(2,3-dichlorophenyl)-1H-pyrazolo[3,4-b]Pyrazine-1-carboxylic acid tert-butyl ester C(C)(C)(C)OC(=O)N1N=C(C=2C1=NC(=C(N2)Br)N2CCC(CC2)(C)NC(=O)OC(C)(C)C)C2=C(C(=CC=C2)Cl)Cl